tert-butyl N-[3-methyl-5-[[2-[(2S,5R)-5-methyl-2-[3-(trifluoromethyl)phenyl]-1-piperidyl]-2-oxo-acetyl]amino]-2-pyridyl]carbamate CC=1C(=NC=C(C1)NC(C(=O)N1[C@@H](CC[C@H](C1)C)C1=CC(=CC=C1)C(F)(F)F)=O)NC(OC(C)(C)C)=O